2,3-dihydro-1λ6,5-benzothiazepine-7-Carboxylic acid [SH4]1CCC=NC2=C1C=CC(=C2)C(=O)O